4-[3-(benzyloxy)-6-methoxy-6-oxohexyl]-1,4-diazacycloheptane-1-carboxylic acid tert-butyl ester C(C)(C)(C)OC(=O)N1CCN(CCC1)CCC(CCC(=O)OC)OCC1=CC=CC=C1